6-chloro-7-[(2R)-2-[[(3-chloropyridin-2-yl)oxy]methyl]-2-methylpyrrolidin-1-yl]-1-[6-[3-(dimethylamino)azetidin-1-yl]pyridin-3-yl]-4-oxo-1,8-naphthyridine-3-carboxylic acid ClC=1C=C2C(C(=CN(C2=NC1N1[C@@](CCC1)(C)COC1=NC=CC=C1Cl)C=1C=NC(=CC1)N1CC(C1)N(C)C)C(=O)O)=O